2-[4-[[4-[2-[3-(2,4-Dioxohexahydropyrimidin-1-yl)-4-methyl-phenoxy]acetyl]piperazin-1-yl]methyl]-1-piperidyl]acetic acid O=C1N(CCC(N1)=O)C=1C=C(OCC(=O)N2CCN(CC2)CC2CCN(CC2)CC(=O)O)C=CC1C